5-(2-chloro-5-(isobutyramidomethyl)benzamido)-1-methyl-N-(4'-(trifluoromethyl)-[1,1'-biphenyl]-3-yl)-1H-indole-2-carboxamide ClC1=C(C(=O)NC=2C=C3C=C(N(C3=CC2)C)C(=O)NC=2C=C(C=CC2)C2=CC=C(C=C2)C(F)(F)F)C=C(C=C1)CNC(C(C)C)=O